C(C(C)C)N1[C@H](C[C@H](CC1)CC1=CC=2N(C=C1)N=CC2N2C(NC(CC2)=O)=O)C 1-(5-(((2S,4S)-1-isobutyl-2-methylpiperidin-4-yl)methyl)pyrazolo[1,5-a]pyridin-3-yl)dihydropyrimidine-2,4(1H,3H)-dione